1,2-di(4-pyridyl)acetylene N1=CC=C(C=C1)C#CC1=CC=NC=C1